C(C1=CC=CC=C1)O[C@H]1[C@@H](C(O[C@]1(C)COCC1=CC=CC=C1)CC(=O)[O-])CC(=O)[O-] (3R,4S,5R)-4-(benzyloxy)-5-((benzyloxy) methyl)-5-methyltetrahydrofuran-2,3-diyldiacetate